6-chloro-4-[rac-5-[(2,4-dichlorophenyl)methyl]-4,5-dihydro-1H-imidazol-2-yl]-3-[3-(trifluoromethyl)phenoxy]pyridazine ClC1=CC(=C(N=N1)OC1=CC(=CC=C1)C(F)(F)F)C=1N[C@@H](CN1)CC1=C(C=C(C=C1)Cl)Cl |r|